C(C)OC(=O)[C@H]1O[C@]([C@H]([C@H]1C1=C(C(=C(C=C1)F)F)OC)C)(C(F)(F)F)C (2S,3S,4S,5R)-3-(3,4-difluoro-2-methoxyphenyl)-4,5-dimethyl-5-(trifluoromethyl)tetrahydrofuran-2-carboxylic acid ethyl ester